4-amino-7-chloro-N-ethyl-N-((5-(trifluoromethyl)-2-pyridinyl)methyl)-1,3-dihydrofuro[3,4-c][1,8]naphthyridine-8-carboxamide NC1=NC=2N=C(C(=CC2C2=C1COC2)C(=O)N(CC2=NC=C(C=C2)C(F)(F)F)CC)Cl